ClC=1C=C(C=CC1F)NC(N(CC1=NNC=2CCCCC12)C1=CC=C(C=C1)OC)=O 3-(3-chloro-4-fluorophenyl)-1-(4-methoxyphenyl)-1-((4,5,6,7-tetrahydro-1H-indazol-3-yl)methyl)urea